ClC1=CC(=C(C=C1)CCl)F 4-chloro-1-(chloromethyl)-2-fluoro-benzene